C(CCC)C(C(=O)O)(CCCC)CCCC.C(CCC)C(C(C(C(=O)O)(CCCC)CCCC)(O)C(=O)O)C(=O)O tributylcitrate (tributyl acetate)